FC=1C(=NC=CC1)[C@@H](C)NS(=O)(=O)C(C)(C)C (S)-N-((R)-1-(3-fluoropyridin-2-yl)ethyl)-2-methylpropane-2-sulfonamide